5-chloro-7-fluoro-8-(4-fluoro-2-methoxy-5-nitrophenoxymethyl)isoquinoline ClC1=C2C=CN=CC2=C(C(=C1)F)COC1=C(C=C(C(=C1)[N+](=O)[O-])F)OC